5-chloro-N-(8-fluoro-2-methyl-imidazo[1,2-a]pyridin-6-yl)thiazolo[5,4-b]pyridine-2-carboxamide ClC1=CC=C2C(=N1)SC(=N2)C(=O)NC=2C=C(C=1N(C2)C=C(N1)C)F